1-(3-{[tert-butyldi(methyl)silyl]oxy}phenyl)-3-[(4-methoxyphenyl)methyl]-1,3-diazinane-2,4-dione C(C)(C)(C)[Si](OC=1C=C(C=CC1)N1C(N(C(CC1)=O)CC1=CC=C(C=C1)OC)=O)(C)C